2,2-difluoroethyl (trans-4-((4-(5-(methanesulfonyl)pyridin-3-yl)-5-(trifluoromethyl)pyrimidin-2-yl)amino)cyclohexyl)(5-(2-methoxypyrimidin-5-yl)pyrazin-2-yl)carbamate CS(=O)(=O)C=1C=C(C=NC1)C1=NC(=NC=C1C(F)(F)F)N[C@@H]1CC[C@H](CC1)N(C(OCC(F)F)=O)C1=NC=C(N=C1)C=1C=NC(=NC1)OC